OC[C@@]12C(=O)CC[C@H]1[C@@H]1CCC3=CC(=O)CC[C@]3(C)[C@H]1CC2 hydroxy-4-androstenedione